CC1=CN=C2C(=N1)N(C(C(=C2)C2CCC(CC2)C=2C=C1C=NN(C1=CC2)C)=O)CC2=NC=CC=C2C(F)(F)F 3-Methyl-7-((1r,4r)-4-(1-methyl-1H-indazol-5-yl)cyclohexyl)-5-((3-(trifluoromethyl)pyridin-2-yl)methyl)pyrido[2,3-b]pyrazin-6(5H)-one